7-bromo-6-(methoxymethoxy)-2-methylisoquinolin-1(2H)-one BrC1=C(C=C2C=CN(C(C2=C1)=O)C)OCOC